[5-(5-fluoro-2-methoxypyridin-4-yl)-1-(oxazolidin-2-yl)pyrazole-3-carbonyl]piperidine-4-carboxylic acid FC=1C(=CC(=NC1)OC)C1=CC(=NN1C1OCCN1)C(=O)N1CCC(CC1)C(=O)O